4-[1-(4-Methylphenyl)butyl]benzene-1,3-diol CC1=CC=C(C=C1)C(CCC)C1=C(C=C(C=C1)O)O